FC(OC=1C=C(OC2=NC=C(C=N2)C2=CN=CC(=N2)NC2CN(C2)C(C=C)=O)C=CC1)(F)F 1-[3-[[6-[2-[3-(trifluoromethoxy)phenoxy]pyrimidin-5-yl]pyrazin-2-yl]amino]azetidin-1-yl]prop-2-en-1-one